methyl (E)-3-(3-aminophenyl)but-2-enoate NC=1C=C(C=CC1)/C(=C/C(=O)OC)/C